rel-(R)-(5-(Thiazol-5-yl)isochroman-1-yl)methanamine hydrochloride salt Cl.S1C=NC=C1C1=C2CCO[C@H](C2=CC=C1)CN |o1:11|